O1C(CCC1)C(C(C(=O)O)=C(C1OCCC1)C1OCCC1)C1OCCC1.C(C1CCCO1)OC(C(=C)C)=O.CN(CCC(=O)N(C)C)C 3-dimethylamino-N,N-dimethyl-propionamide tetrahydrofurfuryl-methacrylate (tetra-tetrahydrofuryl-methacrylate)